1-(4-(3-Bromo-2-methylphenyl)piperazin-1-yl)-2-(((3,5-dimethylisoxazol-4-yl)methyl)thio)ethan-1-one (3-butenyl)(1,1-dimethyl-2-propynyl)methylphosphonate C(CC=C)C(P(O)(O)=O)C(C#C)(C)C.BrC=1C(=C(C=CC1)N1CCN(CC1)C(CSCC=1C(=NOC1C)C)=O)C